6-amino-8-bromo-2',3',5',6'-tetrahydro-3H-spiro[benzo[b][1,4]oxazepine-2,4'-pyran]-4(5H)-one NC1=CC(=CC=2OC3(CCOCC3)CC(NC21)=O)Br